FC=1C=C(C=CC1F)CN1C(CCC1=O)CC(=O)NS(=O)(=O)C 2-[1-[(3,4-difluorophenyl)methyl]-5-oxopyrrolidin-2-yl]-N-methylsulfonylacetamid